(S)-3-(1'-(3-fluoro-5-(1-(oxetan-3-yl)-1H-pyrazol-4-yl)benzyl)-6-oxo-6,8-dihydro-2H,7H-spiro[furo[2,3-e]isoindole-3,4'-piperidin]-7-yl)piperidine-2,6-dione FC=1C=C(CN2CCC3(CC2)COC2=C4CN(C(C4=CC=C23)=O)[C@@H]2C(NC(CC2)=O)=O)C=C(C1)C=1C=NN(C1)C1COC1